Tert-butyl 5-(tetrahydrofuran-3-yl)-1,3,4,5-tetrahydro-2H-pyrido[4,3-b]indole-2-carboxylate O1CC(CC1)N1C2=C(C=3C=CC=CC13)CN(CC2)C(=O)OC(C)(C)C